tert-Butyl (4-(3-((3-carbamoyl-5-ethyl-6-((tetrahydro-2H-pyran-4-yl)amino)pyrazin-2-yl)amino)phenyl)but-3-yn-1-yl)carbamate C(N)(=O)C=1C(=NC(=C(N1)CC)NC1CCOCC1)NC=1C=C(C=CC1)C#CCCNC(OC(C)(C)C)=O